(S)-6-chloro-2-(1-cyclopropylethyl)-4-(2-oxopyrrolidin-1-yl)-1,2-dihydro-3H-pyrrolo[3,4-c]pyridin-3-one ClC1=CC2=C(C(=N1)N1C(CCC1)=O)C(N(C2)[C@@H](C)C2CC2)=O